2-(3-Fluorobenzyl)-8-hydroxy-6-methoxy-3,4-dihydroisoquinolin-1(2H)-one FC=1C=C(CN2C(C3=C(C=C(C=C3CC2)OC)O)=O)C=CC1